COC1=CC=C(C=N1)CN1N=C2N([C@H](CCC2)C(=O)N2CCCC2)C1=O |r| (5RS)-2-[(6-Methoxypyridin-3-yl)methyl]-5-(pyrrolidin-1-ylcarbonyl)-5,6,7,8-tetrahydro[1,2,4]triazolo[4,3-a]pyridin-3(2H)-one